methoxyuridine-3'-phosphate P(=O)(O)(O)O[C@H]1[C@H]([C@@](O[C@@H]1CO)(N1C(=O)NC(=O)C=C1)OC)O